COCCCOC1=C(C=CC=C1)C1=CC=CC=C1 (3-methoxypropoxy)-[1,1'-biphenyl]